C(C1=CC=CC=C1)S(=O)(=O)N benzylsulfonamide